ClC1=CC2=C(N(C(NC2=O)=O)C2=C(C=NN2C(C)C)C)N=C1Cl 6,7-dichloro-1-(1-isopropyl-4-methyl-1H-pyrazol-5-yl)pyrido[2,3-d]Pyrimidine-2,4(1H,3H)-dione